O=C1NCNN2C1=CC(C(=C2)C(=O)N)=O 4,6-dioxo-2,3,4,6-tetrahydro-1H-pyrido[2,1-f][1,2,4]triazine-7-carboxamide